C(#N)C1=C(C(=C(C(=C1)C(C)C)CC(=O)NS(=O)(=N)C=1SC(=CC1F)C(C)(C)O)C(C)C)F 2-(4-cyano-3-fluoro-2,6-diisopropylphenyl)-N-(3-fluoro-5-(2-hydroxypropan-2-yl)thiophen-2-ylsulfonimidoyl)acetamide